CN([C@H]1CN(CC1)C=1C=CC(=C(C(=O)N[C@H](C)C2=CC(=NC3=CC=CC=C23)C=2C=NN(C2)C)C1)C)C 5-((R)-3-(dimethylamino)pyrrolidin-1-yl)-2-methyl-N-((R)-1-(2-(1-methyl-1H-pyrazol-4-yl)quinolin-4-yl)ethyl)benzamide